2,4,5-trichlorotrifluorotoluene ClC1=C(C(F)(F)F)C=C(C(=C1)Cl)Cl